5-(2-chloro-4,5-dimethoxyphenyl)-2-({5-fluoro-1H-imidazo[4,5-b]pyridin-2-yl}methyl)imidazo[1,2-a]pyridine ClC1=C(C=C(C(=C1)OC)OC)C1=CC=CC=2N1C=C(N2)CC=2NC=1C(=NC(=CC1)F)N2